tert-butyl 4-(2-(2,8-dimethylimidazo[1,2-a]pyrazin-6-yl)-7-oxothiazolo[4,5-d]pyridazin-6(7H)-yl)piperidine-1-carboxylate CC=1N=C2N(C=C(N=C2C)C=2SC3=C(C=NN(C3=O)C3CCN(CC3)C(=O)OC(C)(C)C)N2)C1